CC(CN)(N)C 1,1-dimethyl-ethylenediamine